methyl 3-(2-(4,4-dimethylpiperidin-1-yl)acetamido)-4-methylthiophene-2-carboxylate CC1(CCN(CC1)CC(=O)NC1=C(SC=C1C)C(=O)OC)C